1-[8-(2-chlorophenyl)-9-(4-chlorophenyl)-2-[2-hydroxyethyl(methyl)amino]purin-6-yl]-4-methyl-piperidine-4-carboxamide ClC1=C(C=CC=C1)C=1N(C2=NC(=NC(=C2N1)N1CCC(CC1)(C(=O)N)C)N(C)CCO)C1=CC=C(C=C1)Cl